OC1=C(C(=CC(=C1)C(F)(F)F)C)C=1C=CC=2C(N1)=NN(C2)CC21C3C(C(CC32)C1)O 1-[[6-[2-hydroxy-6-methyl-4-(trifluoromethyl)phenyl]pyrazolo[3,4-b]pyridin-2-yl]methyl]tricyclo[2.2.1.02,6]heptan-3-ol